OC1=C(C=C(C=C1)C=1[Se]C(=CC1C#N)C1=CC(=C(C=C1)O)C)C 2,5-bis(4-hydroxy-3-methylphenyl)selenophene-3-carbonitrile